2-((4-methylpiperazin-1-yl)sulfonyl)isonicotinic acid CN1CCN(CC1)S(=O)(=O)C=1C=C(C(=O)O)C=CN1